The molecule is a pyridinium salt that has N-hexadecylpyridinium as the cation and chloride as the anion. It has antiseptic properties and is used in solutions or lozenges for the treatment of minor infections of the mouth and throat. It has a role as an antiseptic drug and a surfactant. It is a chloride salt and an organic chloride salt. It contains a cetylpyridinium. CCCCCCCCCCCCCCCC[N+]1=CC=CC=C1.[Cl-]